C(C)(C)(C)OC(=O)N1C[C@H](CC1)[C@@H](C(=O)OC(C)(C)C)CC=1OC2=C(C1)C=C(C=C2)Br (R)-3-((S)-3-(5-bromobenzofuran-2-yl)-1-(tert-butoxy)-1-oxopropane-2-yl)pyrrolidine-1-carboxylic acid tert-butyl ester